C1(CCCCC1)CS(=O)(=O)C=1C=C(C=C(C1)N1CCOCC1)C=1C=NC(=NC1)N 5-(3-((cyclohexylmethyl)sulfonyl)-5-morpholinophenyl)pyrimidin-2-amine